[Pb].[Al].[Mg] magnesium-aluminum-lead